C(CCCCCCC)O[Ti](OCCCCCCCC)(OCCCCCCCC)OCCCCCCCC Tetraoctoxytitanium